Ethyl 3-(4-((tert-butoxycarbonyl) amino)-2-fluoro-5-methoxyphenyl)-4-nitrobutanoate C(C)(C)(C)OC(=O)NC1=CC(=C(C=C1OC)C(CC(=O)OCC)C[N+](=O)[O-])F